CO\C=C/C12CCC(CC1)(C2)C(=O)[O-] (Z)-4-(2-methoxyvinyl)bicyclo[2.2.1]heptane-1-carboxylate